(E)-4-(7-chloro-6-(4-chlorophenyl)quinazolin-4-yl)-1-(4-(dimethylamino)but-2-enoyl)piperazine-2-carbonitrile ClC1=C(C=C2C(=NC=NC2=C1)N1CC(N(CC1)C(\C=C\CN(C)C)=O)C#N)C1=CC=C(C=C1)Cl